FC(C=1C(=C(C=CC1)C#CC1=NNC2=C1C=1N(C(=N2)N2CCC3([C@@H]([C@@H](OC3)C)N)CC2)C=CN1)F)F (3S,4S)-8-(9-((3-(difluoromethyl)-2-fluorophenyl)ethynyl)-7H-imidazo[1,2-c]pyrazolo[4,3-e]pyrimidin-5-yl)-3-methyl-2-oxa-8-azaspiro[4.5]decan-4-amine